CC=1N=C(SC1O)CC 4-methyl-5-hydroxy-ethyl-thiazole